NC1=NC=CC=C1C1=NC=2C(=NC(=CC2)N2N=CC=C2)N1C=1C=C2CC[C@@H](C2=CC1)NC(C1=C(C=C(C(=C1)C=O)O)C)=O N-[(1S)-5-[2-(2-aminopyridin-3-yl)-5-(pyrazol-1-yl)imidazo[4,5-b]pyridin-3-yl]-2,3-dihydro-1H-inden-1-yl]-5-formyl-4-hydroxy-2-methylbenzamide